tert-butyl ((5-methyl-6-(thiazol-4-ylmethoxy)-1-tosyl-1H-indol-2-yl)methyl)carbamate CC=1C=C2C=C(N(C2=CC1OCC=1N=CSC1)S(=O)(=O)C1=CC=C(C)C=C1)CNC(OC(C)(C)C)=O